BrC1=C(C=C(C(=C1)C(F)(F)F)OC)S(=O)(=O)Cl 2-bromo-5-methoxy-4-(trifluoromethyl)benzenesulfonyl chloride